ClC1=C(CNC(=O)[C@]2(C=3C=CC=NC3[C@@](CC2)(CN(C)CCO)O)F)C=CC(=C1)Cl (5S,8R)-N-(2,4-dichloro-benzyl)-5-fluoro-8-hydroxy-8-(((2-hydroxy-ethyl)(methyl)amino)methyl)-5,6,7,8-tetra-hydroquinoline-5-carboxamide